trimethylsilyl 2,2-difluoro-2-(fluorosulfonyl)acetate FC(C(=O)O[Si](C)(C)C)(S(=O)(=O)F)F